N1[C@H](CC[C@]12COCC2)C=2C=1N(C=CC2)C(=C(N1)C#CCNC1=C(C=C(C=C1)S(=O)(=O)C)OC)CC(F)(F)F N-(3-(8-((2R,5S)-7-oxa-1-azaspiro[4.4]nonan-2-yl)-3-(2,2,2-trifluoroethyl)imidazo[1,2-a]pyridin-2-yl)prop-2-yn-1-yl)-2-methoxy-4-(methylsulfonyl)aniline